COC1=CC=C2C3=C(C(OC2=C1)=S)C=C(C=C3)OC 3,8-dimethoxy-6H-benzo[c]chromene-6-thione